O\N=C(/N)\C1(CN(C1)C(=O)OC(C)(C)C)C tert-butyl 3-[(Z)-N'-hydroxycarbamimidoyl]-3-methylazetidine-1-carboxylate